FC=1C(=NC(=NC1)N1CC2(C1)CCNCC2)NC=2C=C1C=NNC1=CC2 N-(5-fluoro-2-(2,7-diazaspiro[3.5]non-2-yl)pyrimidin-4-yl)-1H-indazol-5-amine